5,5',6,6'-tetrahydroxy-3,3,3',3'-tetramethylspirobiindane OC=1C=C2C(CC3(C2=CC1O)CC(C1=CC(=C(C=C13)O)O)(C)C)(C)C